(4-amino-1H-pyrazol-1-yl)propionitrile NC=1C=NN(C1)C(C#N)C